1-(1-(2-(2,6-Dioxopiperidin-3-yl)-6-fluoro-1,3-dioxoisoindolin-5-yl)piperidin-4-yl)-3-(4-(4-((4-morpholino-6-(3-(m-tolyl)-1H-pyrazol-1-yl)pyrimidin-2-yl)oxy)piperidin-1-yl)phenyl)urea O=C1NC(CCC1N1C(C2=CC(=C(C=C2C1=O)N1CCC(CC1)NC(=O)NC1=CC=C(C=C1)N1CCC(CC1)OC1=NC(=CC(=N1)N1CCOCC1)N1N=C(C=C1)C=1C=C(C=CC1)C)F)=O)=O